(2S,3R,4R,5S)-1-(2,6-difluoro-4-(piperidin-1-yl)phenethyl)-2-(hydroxymethyl)piperidine-3,4,5-triol FC1=C(CCN2[C@H]([C@H]([C@@H]([C@H](C2)O)O)O)CO)C(=CC(=C1)N1CCCCC1)F